(3S)-N-((1S)-1-(5-((5-Chloro-4-cyclopropyl-2,3-dihydro-1H-inden-2-yl)amino)pyridin-2-yl)-2,2,2-trifluoroethyl)-N-methyl-5-oxopyrrolidine-3-carboxamide ClC=1C(=C2CC(CC2=CC1)NC=1C=CC(=NC1)[C@@H](C(F)(F)F)N(C(=O)[C@@H]1CNC(C1)=O)C)C1CC1